C(C)(=O)N1CCC(CC1)C1=CC2=C(N=CN=C2N[C@H](C)C=2C=C(C=C(C2)CO)C2(CN(C2)C(=O)OC(C)(C)C)F)N(C1=O)C tert-butyl 3-[3-[(1R)-1-[[6-(1-acetyl-4-piperidyl)-8-methyl-7-oxo-pyrido[2,3-d]pyrimidin-4-yl]amino]ethyl]-5-(hydroxymethyl)phenyl]-3-fluoro-azetidine-1-carboxylate